1-[3-Fluoro-5-(trifluoro-methoxy)-4-pyridyl]-7-methoxy-3-methyl-8-(1-methyl-1H-pyrazol-4-yl)-1,3-dihydro-imidazo[4,5-c]quinolin-2-one FC=1C=NC=C(C1N1C(N(C=2C=NC=3C=C(C(=CC3C21)C=2C=NN(C2)C)OC)C)=O)OC(F)(F)F